C(C)Br ethyl bromide